2'-Chloro-N-(5-(3-(difluoromethyl)-5-methoxy-picolinoyl)-5,6-dihydro-4H-pyrrolo[3,4-d]thiazol-2-yl)-5'-methoxy-6-methyl-[4,4'-bipyridine]-3-carboxamide ClC1=NC=C(C(=C1)C1=C(C=NC(=C1)C)C(=O)NC=1SC2=C(N1)CN(C2)C(C2=NC=C(C=C2C(F)F)OC)=O)OC